2-((5-(2H-1,2,3-triazol-2-yl)pyridin-2-yl)methyl)-N-((1R,2S)-2-hydroxycyclobutyl)oxazole-4-carboxamide N=1N(N=CC1)C=1C=CC(=NC1)CC=1OC=C(N1)C(=O)N[C@H]1[C@H](CC1)O